FC=1C=CC(=C(C(=O)N(C)C(C)C)C1)N1C=C(C=2C1=CN=CC2)C2CC1C(CN(C1)C[C@@H]1CC[C@H](CC1)NS(=O)(=O)C)C2 5-fluoro-N-isopropyl-N-methyl-2-(3-(2-((trans-4-(methylsulfonamido)cyclohexyl)methyl)octahydro-cyclopenta[c]pyrrol-5-yl)-1H-pyrrolo[2,3-c]pyridin-1-yl)benzamide